C(C)(C)(C)C1=C(C(=CC(=C1)[N+](=O)[O-])C(C)(C)C)O 2,6-di-t-butyl-4-nitrophenol